3-[[1-(1,3-benzothiazol-2-yl)-2-(3-cyanophenyl)ethyl]sulfamoyl]-N-tetrahydropyran-4-yl-benzamide S1C(=NC2=C1C=CC=C2)C(CC2=CC(=CC=C2)C#N)NS(=O)(=O)C=2C=C(C(=O)NC1CCOCC1)C=CC2